2-(1-imidazolyl)ethylamine dihydrochloride Cl.Cl.N1(C=NC=C1)CCN